C(C)NC1=NCC(=C2N1C=CC(=C2)C(F)(F)F)C2=C(C(=CC=C2)OC)F 1-(Ethylamino)-4-(2-fluoro-3-methoxyphenyl)-6-(trifluoromethyl)-3H-pyrido[1,2-c]pyrimidine